(2-(pyridin-2-yldisulfaneyl)ethyl)octadeca-9,12-dien-1-amine N1=C(C=CC=C1)SSCCC(CCCCCCCC=CCC=CCCCCC)N